N1(C=NC=C1)CCS 2-(1H-imidazol-1-yl)ethan-1-thiol